1,1,1-Tris(Hydroxymethyl)-methylamine OCC(CO)(CO)N